7-(6-(1-(1-(4-fluorophenyl)propyl)-1H-pyrazol-4-yl)pyridin-2-yl)-8-methoxy-[1,2,4]-triazolo[1,5-a]pyridin-2-amine FC1=CC=C(C=C1)C(CC)N1N=CC(=C1)C1=CC=CC(=N1)C1=C(C=2N(C=C1)N=C(N2)N)OC